ClCCN1CCN(CC1)CC1=CC=C(C=C1)N1C(=NN=C1C1=C(C=C(C(=C1)C(C)C)O)O)C(=O)NCC 4-(4-((4-(2-chloroethyl)piperazin-1-yl)methyl)phenyl)-5-(2,4-dihydroxy-5-isopropylphenyl)-N-ethyl-4H-1,2,4-triazole-3-carboxamide